BrC=1C(=CC(=C(C1)S(=O)(=O)N(C)C)C)O 5-bromo-4-hydroxy-N,N,2-trimethyl-benzenesulfonamide